oxo-heptanal O=C(C=O)CCCCC